COCC1=NC(=NC=C1)OCC1=C(N=NN1C)C1=CC=C(C(=N1)C)OC1CC2CCC(C2C1)(C(=O)O)C 5-((6-(5-(((4-(Methoxymethyl)pyrimidin-2-yl)oxy)methyl)-1-methyl-1H-1,2,3-triazol-4-yl)-2-methylpyridin-3-yl)oxy)-1-methyloctahydropentalene-1-carboxylic acid